ClC1=C(C(=C(C(=C1)C)O)C)C chloro-2,3,6-trimethylphenol